methyltris-(N-methylbenzamido)silane methyl-2-chloro-3-(1H-1,2,3-triazol-4-yl)benzoate COC(C1=C(C(=CC=C1)C=1N=NNC1)Cl)=O.C[Si](N(C(C1=CC=CC=C1)=O)C)(N(C(C1=CC=CC=C1)=O)C)N(C(C1=CC=CC=C1)=O)C